FC1=CC=C(C=C1)C1=C(C=C2C(=NC(N3C2=C1SC[C@@H]3COCOC)=O)N3CCN(CC3)C(=O)OC(C)(C)C)C(F)(F)F (S)-tert-butyl 4-(10-(4-fluorophenyl)-3-((methoxymethoxy)methyl)-5-oxo-9-(trifluoromethyl)-3,5-dihydro-2H-[1,4]thiazino[2,3,4-ij]quinazolin-7-yl)piperazine-1-carboxylate